FC1=CC2=CN(N=C2C=C1)C1=CC=C(C=C1)OC 5-fluoro-(4-methoxyphenyl)-2H-indazole